CN(C1(CC=C(/C=C/C(=O)O)C=C1)O)C 4-Dimethylaminocoumaric acid